methyl 3-amino-4-(((1-(fluoromethyl)cyclopropyl)methyl)amino)benzoate NC=1C=C(C(=O)OC)C=CC1NCC1(CC1)CF